(2R)-2-{[2-(4-methylthiophene-3-yl)[1,2,4]triazolo[1,5-c]quinazolin-5-yl]amino}butanamide CC=1C(=CSC1)C1=NN2C(=NC=3C=CC=CC3C2=N1)N[C@@H](C(=O)N)CC